8-benzyl-6-(3-((tert-butyldimethylsilyl)oxy)phenyl)-2-(4-methoxybenzylidene)imidazo[1,2-a]Pyrazin-3(2H)-one C(C1=CC=CC=C1)C=1C=2N(C=C(N1)C1=CC(=CC=C1)O[Si](C)(C)C(C)(C)C)C(C(N2)=CC2=CC=C(C=C2)OC)=O